(1S,2R)-N-(5-(5-(3-oxa-8-azabicyclo[3.2.1]octan-8-yl)benzo[d]oxazol-2-yl)-8-((methyl-d3)amino)-2,7-naphthyridin-3-yl)-2-methylcyclopropane-1-carboxamide C12COCC(CC1)N2C=2C=CC1=C(N=C(O1)C1=C3C=C(N=CC3=C(N=C1)NC([2H])([2H])[2H])NC(=O)[C@@H]1[C@@H](C1)C)C2